3',4'-difluoro-2-chloroacetophenone FC=1C=C(C=CC1F)C(CCl)=O